2-Amino-4-(butylamino)-6-(4-(pyrrolidin-1-ylmethyl)phenyl)pyridin NC1=NC(=CC(=C1)NCCCC)C1=CC=C(C=C1)CN1CCCC1